Ethanesulfonic acid {3-[6-amino-8-(6-ethynyl-benzo[1,3]dioxol-5-ylsulfanyl)-purin-9-yl]-propyl}-amide NC1=C2N=C(N(C2=NC=N1)CCCNS(=O)(=O)CC)SC1=CC2=C(OCO2)C=C1C#C